(2S)-2-(9H-Fluoren-9-ylmethoxycarbonylamino)-5-oxo-5-prop-2-enoxypentanoic acid C1=CC=CC=2C3=CC=CC=C3C(C12)COC(=O)N[C@H](C(=O)O)CCC(OCC=C)=O